2-(2,5-difluorophenyl)-5-amino-4-hydroxy-3(2H)-furanone FC1=C(C=C(C=C1)F)C1OC(=C(C1=O)O)N